NC1=NC2=CC(=CC=C2C=C1C(F)(F)F)CC[C@@H]1[C@@H]([C@@H]([C@@H](C1)N1CCC2=C1N=CN=C2N)O)O (1R,2S,3S,5R)-3-(2-(2-amino-3-(trifluoromethyl)quinolin-7-yl)ethyl)-5-(4-amino-5,6-dihydro-7H-pyrrolo[2,3-d]pyrimidin-7-yl)cyclopentane-1,2-diol